C(C(C)C)SC1CCC(CC1)C=1C=NN2C1C=CC(=C2)C=2C=NN(C2)C 3-(4-(isobutylthio)cyclohexyl)-6-(1-methyl-1H-pyrazol-4-yl)pyrazolo[1,5-a]pyridine